3-Acetyl-4-(1-methyl-1H-indol-3-yl)-1H-pyrrol-2,5-dion C(C)(=O)C=1C(NC(C1C1=CN(C2=CC=CC=C12)C)=O)=O